1-palmitoyl-2-(5-hydroxy-8-oxooct-6-enoyl)-sn-glycero-3-phosphocholine C(CCCCCCCCCCCCCCC)(=O)OC[C@@H](OC(CCCC(C=CC=O)O)=O)COP(=O)([O-])OCC[N+](C)(C)C